N-(5-{bicyclo[3.1.0]hexan-1-yl}-3-fluoropyridin-2-yl)-2-{[4-(2-methoxyethyl)-4H-1,2,4-triazol-3-yl]sulfanyl}-5-nitrobenzamide C12(CCCC2C1)C=1C=C(C(=NC1)NC(C1=C(C=CC(=C1)[N+](=O)[O-])SC1=NN=CN1CCOC)=O)F